CN1N=CC(=C1[C@@H]1C(CN(CC1)C1=CC(=C(C(=N1)C(F)(F)F)C#N)N1CC(C1)N1CCN(CC1)C(C=C)=O)(C)C)C 6-((4S)-4-(1,4-dimethyl-1H-pyrazol-5-yl)-3,3-dimethyl-1-piperidinyl)-4-(3-(4-(2-propenoyl)-1-piperazinyl)-1-azetidinyl)-2-(trifluoromethyl)-3-pyridinecarbonitrile